tert-Butyl 4-(2-fluoro-4-(N-(3-methoxy-3-oxopropyl)cyanamido)phenyl)piperazine-1-carboxylate FC1=C(C=CC(=C1)N(C#N)CCC(=O)OC)N1CCN(CC1)C(=O)OC(C)(C)C